C(C)OC(=O)[C@H]1[C@@H](C1)CN1C(N(C2=NC(=NC=C12)N)[C@@H]1O[C@@H]([C@H]([C@H]1OC(C)=O)F)COC(C)=O)=O (1R,2R)-2-((9-((2R,3S,4R,5R)-3-acetoxy-5-(acetoxymethyl)-4-fluorotetrahydrofuran-2-yl)-2-amino-8-oxo-8,9-dihydro-7H-purin-7-yl)methyl)cyclopropane-1-carboxylic acid ethyl ester